CN1N=CC=2C1=NC(=CC2N2C[C@H]([C@@H](CC2)C2=C(C=C(C=N2)N2CC1(C2)OCCNC1)C)C)C 2-[6-[(3S,4R)-1-(1,6-dimethylpyrazolo[3,4-b]pyridin-4-yl)-3-methyl-4-piperidinyl]-5-methyl-3-pyridinyl]-5-oxa-2,8-diazaspiro[3.5]nonane